CN1N=C(C(=C1)C1=CC=C(N=N1)NCC1CC12CCN(CC2)CC2=NC=CC=C2C)C 6-(1,3-dimethylpyrazol-4-yl)-N-[[6-[(3-methyl-2-pyridyl)methyl]-6-azaspiro[2.5]octan-2-yl]methyl]pyridazin-3-amine